2-(difluoromethyl)-5-(6-((4-(1-(2-ethyl-2-fluorobutyl)piperidin-4-yl)-1H-1,2,3-triazol-1-yl)methyl)pyridin-3-yl)-1,3,4-oxadiazole FC(C=1OC(=NN1)C=1C=NC(=CC1)CN1N=NC(=C1)C1CCN(CC1)CC(CC)(F)CC)F